(R)-[(2S,5R)-5-ethenyl-1-azabicyclo[2.2.2]octan-2-yl]-quinolin-4-ylmethanol C(=C)[C@@H]1C2C[C@H](N(C1)CC2)[C@H](O)C2=CC=NC1=CC=CC=C21